2,3-Dichlorophenyl isocyanate ClC1=C(C=CC=C1Cl)N=C=O